tert-butyl (2S)-2-[[tert-butyl(dimethyl)silyl]oxymethyl]-4-oxo-pyrrolidine-1-carboxylate [Si](C)(C)(C(C)(C)C)OC[C@H]1N(CC(C1)=O)C(=O)OC(C)(C)C